FC=1C=C(C=C(C1C=O)OC)C=1C(=C(C=CC1)C=1C(=C(C=CC1)NC(=O)C1=NN2C(C(CCC2)O)=C1)C)C N-[3-[3-(3-fluoro-4-formyl-5-methoxy-phenyl)-2-methyl-phenyl]-2-methyl-phenyl]-4-hydroxy-4,5,6,7-tetrahydropyrazolo[1,5-a]pyridine-2-carboxamide